C1C(CC2=CC=CC=C12)[C@@H](C(=O)N[C@H](C(=O)OC)C[C@H]1C(NCC1)=O)NC(=O)C=1NC2=CC=CC(=C2C1)OC (S)-methyl 2-((S)-2-(2,3-dihydro-1H-inden-2-yl)-2-(4-methoxy-1H-indole-2-carboxamido)acetamido)-3-((S)-2-oxopyrrolidin-3-yl)propanoate